3-{4-amino-5-[(3,3-difluoroazetidin-1-yl)methyl]pyrrolo[2,1-f][1,2,4]triazin-7-yl}-N-[(3R,4S)-4-fluoro-1-(2-fluorobenzoyl)pyrrolidin-3-yl]benzamide NC1=NC=NN2C1=C(C=C2C=2C=C(C(=O)N[C@@H]1CN(C[C@@H]1F)C(C1=C(C=CC=C1)F)=O)C=CC2)CN2CC(C2)(F)F